C(C(=C)C)(=O)OC1=C(C=CC=C1)S(=O)(=O)O 2-(methacryloyl)oxybenzenesulfonic acid